BrC1=NN(C(=C1)CN(C([2H])([2H])[2H])C([2H])([2H])[2H])C N-((3-bromo-1-methyl-1H-pyrazol-5-yl)methyl)-N-(methyl-d3)methanamine-d3